COC=1C=C(C=C(C1OC)OC)N1C=NC(=C1)NC1=NC(=NN2C1=CC=C2)N2[C@H](CCC2)C(=O)N (R)-1-(4-((1-(3,4,5-trimethoxyphenyl)-1H-imidazol-4-yl)amino)pyrrolo[2,1-f][1,2,4]triazin-2-yl)pyrrolidine-2-carboxamide